(3ar,6as)-2-(pyridin-4-yl)octahydropyrrolo[3,4-c]pyrrole N1=CC=C(C=C1)N1C[C@@H]2CNC[C@@H]2C1